butoxyoctanol C(CCC)OC(CCCCCCC)O